[O-]CCCC.[O-]CCCC.[Zr+2] zirconium din-butoxide